tert-butyl [2-(2-hydroxyethyl)-2,7-diazaspiro[3.5]nonan-7-yl]formate OCCN1CC2(C1)CCN(CC2)C(=O)OC(C)(C)C